N-(2-hydroxy-5-tert-butylphenyl)-glycine ethyl ester C(C)OC(CNC1=C(C=CC(=C1)C(C)(C)C)O)=O